2-((7-fluoro-5-(1-(2-hydroxyethyl)piperidin-4-yl)benzo[d]oxazol-2-yl)amino)quinoline-6-carbonitrile FC1=CC(=CC=2N=C(OC21)NC2=NC1=CC=C(C=C1C=C2)C#N)C2CCN(CC2)CCO